N[C@H](C(=O)OC)C[C@H]1C(NCC1)=O Methyl (2S)-2-amino-3-[(3S)-2-oxopyrrolidin-3-yl]propanoate